BrC=1C(=CC(=C(N)C1)N1C[C@@H](N([C@H](C1)C)C)C)F 5-bromo-4-fluoro-2-((3S,5S)-3,4,5-trimethylpiperazin-1-yl)aniline